C(C1=CC=CC=C1)(=O)OC(OC(CCCCCCCCCCCCCCC)=O)C(CCCCCCCCCCCCCCC)=O (palmitoyl (hexadecanoyloxy) methyl) benzoate